β-carbolineamide C1(=NC=CC=2C3=CC=CC=C3NC12)C(=O)N